[Si](C)(C)(C(C)(C)C)OC1CC(C1)N1N=C2N(C1=O)C(CC2)C2=NC=CN=C2 2-((1R,3R)-3-((tert-butyldimethylsilyl)oxy)cyclobutyl)-5-(pyrazin-2-yl)-2,5,6,7-tetrahydro-3H-pyrrolo[2,1-c][1,2,4]triazol-3-one